8-(2,6-Difluorobenzyl)-2-(Furan-2-ylmethyl)-6-phenylimidazo[1,2-a]pyrazin-3-yl-acetat FC1=C(CC=2C=3N(C=C(N2)C2=CC=CC=C2)C(=C(N3)CC=3OC=CC3)CC(=O)[O-])C(=CC=C1)F